C(=O)(OCC1C2=CC=CC=C2C2=CC=CC=C12)N[C@@H](CI)C(=O)O N-Fmoc-3-iodo-L-alanine